BrC1=CC2=C(C=CCO2)C=C1 7-bromobenzopyran